(methylamino)pyrido[3,4-c]pyridazin CNC1=CC2=C(N=N1)C=NC=C2